(3aS,4R,6aR)-4-(4-boronobutyl)-1-((1-(pivaloyloxy)ethoxy)carbonyl)octahydropyrrolo[2,3-c]pyrrole-4-carboxylic acid B(O)(O)CCCC[C@@]1([C@@H]2[C@H](CN1)N(CC2)C(=O)OC(C)OC(C(C)(C)C)=O)C(=O)O